β-phenylcinnamate C1(=CC=CC=C1)C(=CC(=O)[O-])C1=CC=CC=C1